C(#N)C=1C=C(C=CC1F)NC(=O)N1CC=2C(=NN3C2C(N(C[C@H](C3)C3=CC=NO3)C)=O)C[C@H]1C |o1:22| (3R,8R*)-N-(3-Cyano-4-fluorophenyl)-8-(isoxazol-5-yl)-3,10-dimethyl-11-oxo-3,4,8,9,10,11-hexahydro-1H-pyrido[4',3':3,4]pyrazolo[1,5-a][1,4]diazepine-2(7H)-carboxamide